N1C(=CC=C1)S(=O)(=O)NC(=O)N pyrrolylsulfonyl-urea